ClC=1C=C2C(=NC=NC2=C(C1C1=CC(=CC2=CC=CC=C12)O)OC)N1CCN(CC1)C(C=C)=O 1-(4-(6-chloro-7-(3-hydroxynaphthalen-1-yl)-8-methoxyquinazolin-4-yl)piperazin-1-yl)prop-2-en-1-one